N-phenylacetyl-(R,S)-O-chlorophenylglycine C1(=CC=CC=C1)CC(=O)N[C@H](C1=CC=CC=C1)C(=O)OCl